(R)-6-chloro-4-cyclopropyl-N-(piperidin-3-yl)pyridazin-3-amine ClC1=CC(=C(N=N1)N[C@H]1CNCCC1)C1CC1